(2S)-6-[(tert-butoxycarbonyl)amino]-2-(N-{6-[(tert-butoxycarbonyl)amino]hexyl}-2-nitrobenzenesulfonamido)hexanoic acid C(C)(C)(C)OC(=O)NCCCC[C@@H](C(=O)O)N(S(=O)(=O)C1=C(C=CC=C1)[N+](=O)[O-])CCCCCCNC(=O)OC(C)(C)C